triethylamine β-naphthalenesulfinate salt C1=C(C=CC2=CC=CC=C12)S(=O)O.C(C)N(CC)CC